tert-Butyl 3-(5-(methylthio)-7-(thiazol-2-yl)benzo[d]oxazol-2-yl)-3,6-diazabicyclo[3.1.1]heptane-6-carboxylate CSC=1C=C(C2=C(N=C(O2)N2CC3N(C(C2)C3)C(=O)OC(C)(C)C)C1)C=1SC=CN1